1-[2-cyano-4-(trifluoromethyl)phenyl]-4-[6-(1-methyl-1H-pyrrol-2-yl)pyridin-3-yl]-N-[(1r,3r)-3-(dimethylamino)cyclobutyl]piperidine-4-carboxamide Zirconium (IV) neodecanoat C(CCCCCC(C)(C)C)(=O)[O-].[Zr+4].C(#N)C1=C(C=CC(=C1)C(F)(F)F)N1CCC(CC1)(C(=O)NC1CC(C1)N(C)C)C=1C=NC(=CC1)C=1N(C=CC1)C.C(CCCCCC(C)(C)C)(=O)[O-].C(CCCCCC(C)(C)C)(=O)[O-].C(CCCCCC(C)(C)C)(=O)[O-]